sodium bromide salt [Br-].[Na+]